N1=C(C=CC=C1)C(=O)[O-].[Ir+3].FC1=C(C=CC(=C1)F)C1=NC2=CC=CC=C2C=C1.FC1=C(C=CC(=C1)F)C1=NC2=CC=CC=C2C=C1.N1=C(C=CC=C1)C(=O)[O-].N1=C(C=CC=C1)C(=O)[O-] bis(2-(2,4-difluorophenyl)quinoline) iridium (iii) picolinate